FC1=C(C(=CC=C1)C)C1=CC2=C(N=C(S2)N)C=C1 6-(2-fluoro-6-methylphenyl)benzo[d]thiazol-2-amine